hydroxy-5-(hydroxymethyl)tetrahydrofuran OC1OC(CC1)CO